N-(5-(((2S,4R)-2-methyl-4-((2-methyl-2H-pyrazolo[3,4-b]pyridin-4-yl)oxy)pyrrolidin-1-yl)methyl)thiazol-2-yl)acetamide C[C@@H]1N(C[C@@H](C1)OC=1C=2C(N=CC1)=NN(C2)C)CC2=CN=C(S2)NC(C)=O